6-(2,5-dioxo-2,5-dihydro-1H-pyrrol-1-yl)-N-(2,5,8,11-tetraoxatridecan-13-yl)hexanamide O=C1N(C(C=C1)=O)CCCCCC(=O)NCCOCCOCCOCCOC